2,4-Dichloro-6-(biphenyl-4-yl)-1,3,5-triazine ClC1=NC(=NC(=N1)Cl)C1=CC=C(C=C1)C1=CC=CC=C1